3-(6-(4-((4-(2-(6,6-dimethyl-4,5,6,7-tetrahydro-1H-indazol-3-yl)-1H-indole-6-carbonyl)-3,3-dimethylpiperazin-1-yl)methyl)piperidin-1-yl)pyridin-3-yl)piperidine-2,6-dione CC1(CCC=2C(=NNC2C1)C=1NC2=CC(=CC=C2C1)C(=O)N1C(CN(CC1)CC1CCN(CC1)C1=CC=C(C=N1)C1C(NC(CC1)=O)=O)(C)C)C